SCC(C(=O)OCC(COC(C(CS)C)=O)(COC(C(CS)C)=O)COC(C(CS)C)=O)C pentaerythritol tetrakis(3-mercaptoisobutyrate)